Cl.COC1=CC=C2CC3(CCNCC3)C(C2=C1)=O 6-Methoxyspiro[indene-2,4'-piperidin]-1(3H)-one hydrochloride